2-(benzothiazol-2-yl)-5-iodophenol S1C(=NC2=C1C=CC=C2)C2=C(C=C(C=C2)I)O